ClC=1N=C(C(NC1)=O)NCCC1=NC=CC=C1 CHLORO-OXO-3-(2-PYRIDIN-2-YL-ETHYLAMINO)-2H-PYRAZIN